ClC=1C=CC=C2C=CC=C(C12)N1CC=2N=C(N=C(C2CC1)N1[C@H](CN(CC1)C(C=C)=O)C)OCC1(CC1)CN(C)C (S)-1-(4-(7-(8-chloronaphthalen-1-yl)-2-((1-((dimethylamino)methyl)cyclopropyl)methoxyl)-5,6,7,8-tetrahydropyrido[3,4-d]pyrimidin-4-yl)-3-methylpiperazin-1-yl)prop-2-ene-1-one